iron besylate S(=O)(=O)([O-])C1=CC=CC=C1.[Fe+2].S(=O)(=O)([O-])C1=CC=CC=C1